8-[3-[2-[2-[2-(2-benzyloxyethoxy)ethoxy]ethoxy]ethoxy]-2-(7-carboxyheptoxy)propoxy]octanoic acid C(C1=CC=CC=C1)OCCOCCOCCOCCOCC(COCCCCCCCC(=O)O)OCCCCCCCC(=O)O